The molecule is a ketone that is alanine in which one of the methyl hydrogens is substituted by a 2-aminobenzoyl group. It has a role as a human metabolite. It is a substituted aniline, an aromatic ketone and a non-proteinogenic alpha-amino acid. It is a conjugate acid of a kynureninate. C1=CC=C(C(=C1)C(=O)CC(C(=O)O)N)N